(R)-3-(cyclopropylamino)-N-(1-methylpyrrolidin-3-yl)-2-oxo-1-(1-phenyl-1H-indol-6-yl)-1,2-dihydrothieno[2,3-b]pyrazine-6-carboxamide C1(CC1)NC=1C(N(C2=C(N1)SC(=C2)C(=O)N[C@H]2CN(CC2)C)C2=CC=C1C=CN(C1=C2)C2=CC=CC=C2)=O